ClC=1C(=NC(=NC1)NC=1C(=CC(=C(C1)NC(C=C)=O)N(C)CCN(C)C)OC)NC=1C=CC=C2CCN(C12)S(=O)(=O)CC N-(5-((5-chloro-4-((1-(ethylsulfonyl)indolin-7-yl)amino)pyrimidin-2-yl)amino)-2-((2-(dimethylamino)ethyl)(methyl)amino)-4-methoxyphenyl)acrylamide